C1(CC1)C=1C(=CC=2N(C1)C(=CN2)C2=CC=CC(=N2)N[C@H]2CNC[C@@H]2F)OC 6-(6-cyclopropyl-7-methoxyimidazo[1,2-a]pyridin-3-yl)-N-((3S,4S)-4-fluoropyrrolidin-3-yl)pyridin-2-amine